6-fluoro-2-methylpyrido[3,4-d]pyrimidin-4-yl-2,4,6-tri(propan-2-yl)benzene-sulfonate FC1=CC2=C(N=C(N=C2OS(=O)(=O)C2=C(C=C(C=C2C(C)C)C(C)C)C(C)C)C)C=N1